N2-(2-Methoxy-4-(4-methylpiperazin-1-yl)phenyl)-N4-(1-methyl-3-phenyl-1H-pyrazol-5-yl)pyridine-2,4-diamine COC1=C(C=CC(=C1)N1CCN(CC1)C)NC1=NC=CC(=C1)NC1=CC(=NN1C)C1=CC=CC=C1